(2,6-dimethyl-4-phenyl-indenyl)-zirconium dichloride [Cl-].[Cl-].CC=1C(C2=CC(=CC(=C2C1)C1=CC=CC=C1)C)[Zr+2]